CN(S(=O)(=O)NC1=CC=C(NC2=NC=CC(=N2)NC2=NC(=NC=C2)C2=NC(=CC=C2)C)C=C1)C1CCNCC1 4-[[2-[4-[[methyl(4-piperidyl)sulfamoyl]amino]anilino]pyrimidin-4-yl]amino]-2-(6-methyl-2-pyridyl)pyrimidine